C(#N)C1=CC(=C(COC=2SC=C(N2)C=2C=NN(C2)CC(=O)OC)C=C1)F Methyl 2-(4-(2-((4-cyano-2-fluorobenzyl)oxy)thiazol-4-yl)-1H-pyrazol-1-yl)acetate